FC1(CC(CC1)NC1=NC(=NC=C1C=O)SC)F 4-((3,3-difluorocyclopentyl)amino)-2-(methylthio)pyrimidine-5-carbaldehyde